(S)-4-chloro-2,6-bis(2,4,6-triethylphenyl)dinaphtho[2,1-d:1',2'-f][1,3,2]dioxaphosphepin 4-oxide ClP1(OC2=C(C3=C(O1)C(=CC=1C=CC=CC13)C1=C(C=C(C=C1CC)CC)CC)C1=CC=CC=C1C=C2C2=C(C=C(C=C2CC)CC)CC)=O